C1(=CC=CC=C1)N(C1=CC=C(C=C1)C1=NC2=CC(=C(C=C2N=C1C1=CC=C(C=C1)P(=O)(C1=CC=CC=C1)C1=CC=CC=C1)C#N)C#N)C1=CC=CC=C1 2-(4-(diphenylamino)phenyl)-3-(4-(diphenylphosphoryl)phenyl)quinoxaline-6,7-dicarbonitrile